C(C)(=O)NC1=C(C(=O)NC=2SC(=CC2)Cl)C=CC=C1 2-acetamido-N-(5-chlorothiophen-2-yl)benzamide